O[C@@]1(C(N(CC1)C)=O)C1=NN(C(=C1)C=1C=C(C=CC1)C1=CC=CC(=N1)C(=O)N)C (R,S)-6-(3-(3-(3-hydroxy-1-methyl-2-oxopyrrolidin-3-yl)-1-methyl-1H-pyrazol-5-yl)phenyl)picolinamide